FC1=C(C=C2CN(C(C2=C1)=O)C1C(NC(CC1)=O)=O)C1CCN(CC1)CCCCCCCC1=CC(=CC=C1)C1=NC=2N(C(=C1)N1CCN(CC1)CCO)N=C(C2C2=CC=CC=C2)C 3-(6-fluoro-5-(1-(7-(3-(7-(4-(2-hydroxyethyl)piperazin-1-yl)-2-methyl-3-phenyl-pyrazolo[1,5-a]pyrimidin-5-yl)phenyl)heptyl)piperidin-4-yl)-1-oxoisoindolin-2-yl)piperidine-2,6-dione